2-methyl-2-morpholinopropan-1-amine CC(CN)(C)N1CCOCC1